(S)-1-benzyl 5-tert-butyl 3,3-dimethyl-2-((phenoxycarbonyl)amino)pentanedioate CC([C@@H](C(=O)OCC1=CC=CC=C1)NC(=O)OC1=CC=CC=C1)(CC(=O)OC(C)(C)C)C